N[C@H]1[C@@H]2N(C[C@H]1CC2)C(=O)C2=CC1=C(N(C(=N1)C=1N(C3=C(C=CC=C3C1)C1CC(CCC1)C(=O)N)CC1CC1)C)C(=C2)OC 3-(2-{5-[(1R,4R,7R)-7-Amino-2-azabicyclo[2.2.1]heptan-2-carbonyl]-7-methoxy-1-methyl-1H-1,3-benzodiazol-2-yl}-1-(cyclopropylmethyl)-1H-indol-7-yl)cyclohexan-1-carboxamid